(S,Z)-4'-(2-(Hydroxymethyl)-4-(methoxyimino)pyrrolidine-1-carbonyl)-2-methyl-[1,1'-biphenyl]-3-carbonitrile OC[C@H]1N(C\C(\C1)=N/OC)C(=O)C1=CC=C(C=C1)C1=C(C(=CC=C1)C#N)C